BrC1=CN(C2=C1N=CN=C2)C2=C(C(=O)N(C(C)C)CC)C=C(C=C2)F 2-(7-bromo-5H-pyrrolo[3,2-d]pyrimidin-5-yl)-N-ethyl-5-fluoro-N-isopropylbenzamide